N-((4R,5S,7R,8R,9S,10R)-8,10-dihydroxy-7-(hydroxymethyl)-9-(4-(3,4,5-trifluorophenyl)-1H-1,2,3-triazol-1-yl)-1,6-dioxaspiro[4.5]dec-4-yl)-4-fluoro-1-naphthalenecarboxamide O[C@H]1[C@H](O[C@@]2([C@@H](CCO2)NC(=O)C2=CC=C(C3=CC=CC=C23)F)[C@@H]([C@H]1N1N=NC(=C1)C1=CC(=C(C(=C1)F)F)F)O)CO